1-(2-((8-(((1,1,1,3,3,3-hexafluoropropane-2-yl)oxy)carbonyl)-1,8-diazaspiro[4.5]decan-1-yl)methyl)-5-(trifluoromethyl)phenoxy)cyclopropane-1-carboxylic acid FC(C(C(F)(F)F)OC(=O)N1CCC2(CCCN2CC2=C(OC3(CC3)C(=O)O)C=C(C=C2)C(F)(F)F)CC1)(F)F